3-(cyclopropylmethoxy)-N-(3,5-dichloro-pyridin-4-yl)-4-(difluoromethoxy)-N-(5-(4-((2-(2,6-dioxopiperidin-3-yl)-1-oxo-isoindolin-4-yl)-ethynyl)piperidin-1-yl)-5-oxopentyl)benzamide C1(CC1)COC=1C=C(C(=O)N(CCCCC(=O)N2CCC(CC2)C#CC2=C3CN(C(C3=CC=C2)=O)C2C(NC(CC2)=O)=O)C2=C(C=NC=C2Cl)Cl)C=CC1OC(F)F